N-(5-((6-cyclopropoxy-8-methyl-7-oxo-7,8-dihydropyrido[2,3-d]pyrimidin-2-yl)amino)-4-methoxy-2-((3aR,6aS)-5-methylhexahydropyrrolo[3,4-c]pyrrol-2(1H)-yl)phenyl)acrylamide C1(CC1)OC1=CC2=C(N=C(N=C2)NC=2C(=CC(=C(C2)NC(C=C)=O)N2C[C@@H]3CN(C[C@@H]3C2)C)OC)N(C1=O)C